5-[[3-fluoro-4-(2-guanidinoethylthiocarbonylamino)phenyl]sulfonylamino]thiazole-4-carboxylic acid FC=1C=C(C=CC1NC(=S)CCNC(=N)N)S(=O)(=O)NC1=C(N=CS1)C(=O)O